tert-butyl 2-(2-(2-ethoxy)ethoxy)acetate CCOCCOCC(=O)OC(C)(C)C